Ethyl-4-[6-(difluoromethyl)-5-[[6-(trifluoromethyl)pyridine-2-carbonyl]amino]indazol-2-yl]cyclohexanecarboxylic acid C(C)C1(CCC(CC1)N1N=C2C=C(C(=CC2=C1)NC(=O)C1=NC(=CC=C1)C(F)(F)F)C(F)F)C(=O)O